BrC1=C(C(=CC2=C1C[C@](O2)(C2=CC=CC=C2)C(CC=C)N[S@](=O)C(C)(C)C)F)Cl (R)-N-(1-((S)-4-bromo-5-chloro-6-fluoro-2-phenyl-2,3-dihydrobenzofuran-2-yl)but-3-en-1-yl)-2-methylpropane-2-sulfinamide